(4-{6-[(4-{2-[(R)-2-methoxy-1-methylethylamino]-6-(m-cyanophenyl)-4-pyrimidinyl}-1H-1,2,3-triazol-1-yl)methyl]-2-pyridinyl}-1-piperidinyl)acetic acid COC[C@@H](C)NC1=NC(=CC(=N1)C=1N=NN(C1)CC1=CC=CC(=N1)C1CCN(CC1)CC(=O)O)C1=CC(=CC=C1)C#N